6-chloro-1-(4-((dimethylamino)methyl)-2-methyl-6-(2-propanyl)phenyl)-7-(2-fluorophenyl)-4-((2S)-2-methyl-4-(2-propenoyl)-1-piperazinyl)pyrido[2,3-d]pyrimidin-2(1H)-one ClC1=CC2=C(N(C(N=C2N2[C@H](CN(CC2)C(C=C)=O)C)=O)C2=C(C=C(C=C2C(C)C)CN(C)C)C)N=C1C1=C(C=CC=C1)F